FC=1C=C(C=C(C1)F)C=1C=C2C=CN(C2=C(C1)C(=O)NC1(CC1)C1=CC=C(C(=O)O)C=C1)CC1=CC=C(C=C1)C(F)(F)F 4-(1-(5-(3,5-difluorophenyl)-1-(4-(trifluoromethyl)benzyl)-1H-indole-7-carboxamido)cyclopropyl)benzoic acid